2-benzyl-2-dimethylamino-1-[4-(4-morpholinyl)phenyl]-1-butanone ethyl-1-[(6-{3-azabicyclo[3.1.0]hex-3-yl}-2-chloropyridin-3-yl)methyl]-1H-pyrazole-4-carboxylate C(C)OC(=O)C=1C=NN(C1)CC=1C(=NC(=CC1)N1CC2CC2C1)Cl.C(C1=CC=CC=C1)C(C(=O)C1=CC=C(C=C1)N1CCOCC1)(CC)N(C)C